CC1(NCCC(C1)C1=NN(C=C1)C=1N=C(C2=C(N1)C=CC=N2)N2CCOCC2)C 4-[2-[3-(2,2-dimethyl-4-piperidyl)pyrazol-1-yl]pyrido[3,2-d]pyrimidin-4-yl]morpholine